C1(=CC=C(C=C1)NC1=CC=NC2=CC(=CC=C12)N1CCOCC1)C N-(p-tolyl)7-morpholinoquinolin-4-amine